CC=1C=C2C(=CC=NC2=CC1C)OC1=CC=C(C=C1)NC(=O)NS(=O)(=O)CC1=CC=CC=C1 1-[4-(6,7-dimethylquinolin-4-yloxy)phenyl]-3-(benzylsulfonyl)urea